2'-methyl-2-(2,2,2-trifluoroethyl)spiro[4,5-dihydrothieno[2,3-c]pyran-7,4'-piperidine] CC1NCCC2(C1)OCCC1=C2SC(=C1)CC(F)(F)F